1-methyl-3-(2-hydroxyethyl)imidazolidinone CN1C(N(CC1)CCO)=O